FC(C1=CC=C(CC=2C=CC(=NC2)N)C=C1)(F)F 5-(4-(trifluoromethyl)benzyl)pyridin-2-amine